C1(CC1)C=1C=CC(=C(C1)C1=NN(C=2C1=NC=C(C2)C(=O)NC2(CS(C2)(=O)=O)C)C(C)C)F 3-(5-cyclopropyl-2-fluorophenyl)-1-isopropyl-N-(3-methyl-1,1-dioxidothietan-3-yl)-1H-pyrazolo[4,3-b]pyridine-6-carboxamide